FC=1C=C(C=CC1)C1=NOC(=N1)C(CSC)NC(OC(C)(C)C)=O tert-butyl N-[1-[3-(3-fluorophenyl)-1,2,4-oxadiazol-5-yl]-2-methylsulfanyl-ethyl]carbamate